7-bromo-2-(4-chloro-2-(trifluoromethyl)benzyl)-3-methylimidazo[1,2-a]Pyridine BrC1=CC=2N(C=C1)C(=C(N2)CC2=C(C=C(C=C2)Cl)C(F)(F)F)C